(S)-1-cyano-N-(6-(3,5-dimethylisoxazol-4-yl)thiazolo[4,5-c]pyridin-2-yl)pyrrolidine-3-carboxamide C(#N)N1C[C@H](CC1)C(=O)NC=1SC2=C(C=NC(=C2)C=2C(=NOC2C)C)N1